4-((7H-pyrrolo[2,3-d]pyrimidin-4-yl)amino)-4,7-dihydrothieno[2,3-c]pyridine-6(5H)-carboxylic acid tert-butyl ester C(C)(C)(C)OC(=O)N1CC2=C(C(C1)NC=1C3=C(N=CN1)NC=C3)C=CS2